trichloropropene CC(=C(Cl)Cl)Cl